3-Chloro-4-fluorophenyl isothiocyanate ClC=1C=C(C=CC1F)N=C=S